C(C)N(CCCNC(=O)C1=CC2=C(N3C(S2)=NC(=C3)C3=C(C=CC=C3)C)C=C1)CC N-(3-(diethylamino)propyl)-2-(o-tolyl)benzo[d]imidazo[2,1-b]thiazole-7-carboxamide